(((triethylsilyl)oxy)methyl)spiro[cyclopropane-1,5'-inden] C(C)[Si](OCC=1C=CC2=CC3(C=CC12)CC3)(CC)CC